(1R,3aR,6aS)-N-((R)-1-cyano-2-((R)-2-oxopiperidin-3-yl)ethyl)-2-(4,6-difluoro-7-chloro-1H-indole-2-carbonyl)-5,5-difluorooctahydrocyclopenta[c]pyrrole-1-carboxamide C(#N)[C@@H](C[C@@H]1C(NCCC1)=O)NC(=O)[C@@H]1N(C[C@H]2[C@@H]1CC(C2)(F)F)C(=O)C=2NC1=C(C(=CC(=C1C2)F)F)Cl